NC1=CC=C(C=C1)N1C(C=CC1=O)=O 1-(4-aminophenyl)-1H-pyrrole-2,5-dione